2'-chloro-5'-methoxy-6-methyl-N-(5-(((2r,3r)-2-methyltetrahydrofuran-3-yl)oxy)-1,3,4-thiadiazol-2-yl)-(4,4'-bipyridine)-3-carboxamide ClC1=NC=C(C(=C1)C1=C(C=NC(=C1)C)C(=O)NC=1SC(=NN1)O[C@H]1[C@H](OCC1)C)OC